C1C2=CC=CC=C2OC(=O)C1=N iminocoumarin